ethyl 2-(diphenylmethyleneamino)-4,4,4-trifluorobutyrate C1(=CC=CC=C1)C(C1=CC=CC=C1)=NC(C(=O)OCC)CC(F)(F)F